13-propylamino-13-oxotridecanoyl-glycine C(CC)NC(CCCCCCCCCCCC(=O)NCC(=O)O)=O